6-chloro-4-cyano-2-morpholinoquinolin ClC=1C=C2C(=CC(=NC2=CC1)N1CCOCC1)C#N